C1(CCCC1)/C=C/C(=O)O (E)-3-cyclopentylacrylic acid